1-(4-chlorophenyl)-4,4-dimethyl-2-(1H-1,3,4-triazole-1-yl)pentan-3-one ClC1=CC=C(C=C1)CC(C(C(C)(C)C)=O)N1C=NN=C1